potassium 3,3-bis-azidomethyl-oxetane N(=[N+]=[N-])CC1(COC1)CN=[N+]=[N-].[K]